CN(C(=O)C=1C(=CC2=C(OC[C@@H](N2C(=O)OCC2=CC=CC=C2)C)N1)CC1=CC=C(C=C1)F)C benzyl (S)-6-(dimethylcarbamoyl)-7-(4-fluorobenzyl)-2-methyl-2,3-dihydro-1H-pyrido[2,3-b][1,4]oxazine-1-carboxylate